FC(C)(C)C=C 1-(2-fluoroprop-2-yl)-ethylene